5-CHLOROSALICYLALDEHYDE ClC1=CC=C(C(C=O)=C1)O